2-((2R,6S)-4-(3-((5-chloro-4-(1H-indol-3-yl)pyrimidin-2-yl)amino)-5-cyclopropyl-benzyl)-2,6-dimethylpiperazin-1-yl)ethan-1-ol ClC=1C(=NC(=NC1)NC=1C=C(CN2C[C@H](N([C@H](C2)C)CCO)C)C=C(C1)C1CC1)C1=CNC2=CC=CC=C12